N1(C=NC=C1)CCC[NH-] [3-(1H-imidazol-1-yl)propyl]amide